ClC(OC1=CC=C(C=C1)NC(C1=CC(=CC=C1)I)=O)(F)F N-[4-[chloro(difluoro)methoxy]phenyl]-3-iodo-benzamide